COC=1C(=CC=2[C@@H]3N(N4C(C2C1)=CC(C(=C4)C(=O)O)=O)C(CC3)(C)C)C#CC(C)(S(=O)(=O)C)C (R)-11-methoxy-3,3-dimethyl-12-(3-methyl-3-(methylsulfonyl)but-1-yn-1-yl)-8-oxo-2,3,8,13b-tetrahydro-1H-pyrido[2,1-a]pyrrolo[1,2-c]phthalazine-7-carboxylic acid